(RS)-1-[2-(2,4-dichlorophenyl)-4-ethyl-1,3-dioxolan-2-ylmethyl]-1H-1,2,4-triazole ClC1=C(C=CC(=C1)Cl)[C@]1(OCC(O1)CC)CN1N=CN=C1 |r|